N-(3-carbamoyl-4-fluoro-phenyl)-2-fluoro-6-[2-methyl-4-(trifluoromethoxy)phenoxy]-3-(trifluoromethyl)benzamide C(N)(=O)C=1C=C(C=CC1F)NC(C1=C(C(=CC=C1OC1=C(C=C(C=C1)OC(F)(F)F)C)C(F)(F)F)F)=O